methyl (E)-2-[2-(5-bromopyridin-2-yloxymethyl)phenyl]-3-methoxyacrylate BrC=1C=CC(=NC1)OCC1=C(C=CC=C1)/C(/C(=O)OC)=C\OC